C1OCC12C(CC2)OC2=NN(C=C2NC=O)C N-(3-((2-oxaspiro[3.3]heptan-5-yl)oxy)-1-methyl-1H-pyrazol-4-yl)formamide